ClC=1C(=NC(=NC1)NC1=C(C=C(C(=C1)CC)N1CCC(CC1)NC)OC)NC1=C(C=C(C=C1)OC)N(S(=O)(=O)C)C N-[2-[[5-chloro-2-[5-ethyl-2-methoxy-4-[4-(methylamino)-1-piperidyl]anilino]pyrimidine-4-yl]amino]-5-methoxy-phenyl]-N-methyl-methanesulfonamide